C1(CC1)C1=C(C(=C2C(=N1)CCC2)NC(OCC(Cl)(Cl)Cl)=O)CC 2,2,2-trichloroethyl (2-cyclopropyl-3-ethyl-6,7-dihydro-5H-cyclopenta[b]pyridin-4-yl)carbamate